N-(2-chloro-6-methylphenyl)-2-((6-(4-(7-((2-(2,6-dioxopiperidin-3-yl)-1,3-dioxoisoindolin-4-yl)amino)heptanoyl)piperazin-1-yl)-2-methylpyrimidin-4-yl)amino)thiazole-5-carboxamide ClC1=C(C(=CC=C1)C)NC(=O)C1=CN=C(S1)NC1=NC(=NC(=C1)N1CCN(CC1)C(CCCCCCNC1=C2C(N(C(C2=CC=C1)=O)C1C(NC(CC1)=O)=O)=O)=O)C